S1C=2C(=CC1)C=CN2 pyrrolo[2,3-b]thiophene